(2R)-2-[[2-[2-[tert-butyl(dimethyl)silyl]oxyethyl]-5-ethoxy-4-iodo-pyrazol-3-yl]methylamino]propan-1-ol [Si](C)(C)(C(C)(C)C)OCCN1N=C(C(=C1CN[C@@H](CO)C)I)OCC